(R)-3-((((S)-1-amino-1-oxobutan-2-yl)amino)methyl)hexanoic acid maleate C(\C=C/C(=O)O)(=O)O.NC([C@H](CC)NC[C@@H](CC(=O)O)CCC)=O